C[Si](O[Si](O[Si](C)(C)C)(O[Si](C)(C)C)CCCNC(O)=O)(C)C tri(trimethylsiloxy)silylpropylcarbamic acid